6-chloro-5-nitro-N-phenethylpyrimidin-4-amine ClC1=C(C(=NC=N1)NCCC1=CC=CC=C1)[N+](=O)[O-]